FC(CO[C@H]1C[C@H](NC1)C(=O)O)F (2S,4S)-4-(2,2-difluoroethoxy)pyrrolidine-2-carboxylic acid